(1-(4-(dimethylamino)butanoyl)pyrrolidine-3,4-diyl)bis(methylene) bis(3-decyl-2-fluorotridecanoate) C(CCCCCCCCC)C(C(C(=O)OCC1CN(CC1COC(C(C(CCCCCCCCCC)CCCCCCCCCC)F)=O)C(CCCN(C)C)=O)F)CCCCCCCCCC